1,4-dicyano-2,4-dimethylbenzene C(#N)C1=C(CC(C=C1)(C)C#N)C